1-methyl-3-(2-(1-methylpiperidin-4-yl)-1H-pyrrolo[2,3-b]pyridin-4-yl)-1H-pyrrolo[2,3-c]pyridine CN1C=C(C=2C1=CN=CC2)C2=C1C(=NC=C2)NC(=C1)C1CCN(CC1)C